(3ar,5r,6ar)-5-(((tert-butyldiphenylsilyl)oxy)-methyl)-6-(cyclopropylethynyl)-2,2-dimethyltetrahydrofurano[2,3-d][1,3]dioxol-6-ol [Si](C1=CC=CC=C1)(C1=CC=CC=C1)(C(C)(C)C)OC[C@@H]1C([C@@H]2[C@@H](OC(O2)(C)C)O1)(O)C#CC1CC1